methyl-(5-(3-(5-(pentane-3-ylcarbamoyl)oxazol-2-yl)phenyl)-1H-pyrazole-3-carbonyl)phenylalanine CN([C@@H](CC1=CC=CC=C1)C(=O)O)C(=O)C1=NNC(=C1)C1=CC(=CC=C1)C=1OC(=CN1)C(NC(CC)CC)=O